2-{3-[(2R,6S)-2,6-dimethylmorpholine-4-carbonyl]-5,6-dihydrocyclopenta[c]pyrazol-1(4H)-yl}-1-{4-[4-(trifluoromethyl)phenyl]piperazin-1-yl}ethan-1-one C[C@@H]1CN(C[C@@H](O1)C)C(=O)C=1C2=C(N(N1)CC(=O)N1CCN(CC1)C1=CC=C(C=C1)C(F)(F)F)CCC2